dimethyl-para-toluidine ethyl-1-methyl-6-(methylsulfonyl)-4,5,6,7-tetrahydro-1H-pyrrolo[2,3-c]pyridine-2-carboxylate C(C)OC(=O)C1=CC2=C(CN(CC2)S(=O)(=O)C)N1C.CN(C1=CC=C(C=C1)C)C